5-Cyano-3,4-dimethyl-N-(3-(prop-1-en-2-yl)-1-(tetrahydro-2H-pyran-2-yl)-1H-indazol-5-yl)picolinamide C(#N)C=1C(=C(C(=NC1)C(=O)NC=1C=C2C(=NN(C2=CC1)C1OCCCC1)C(=C)C)C)C